tert-butyl-2-(1-methyl-1H-pyrazol-5-yl)pyrido[3,4-d]pyrimidin-4-amine C(C)(C)(C)C1=CN=CC=2N=C(N=C(C21)N)C2=CC=NN2C